C(CC)N(C(=O)N1C=NC=C1)CCOC1=C(C=C(C=C1Cl)Cl)Cl N-propyl-N-[2-(2,4,6-trichlorophenoxy)ethyl]-1H-imidazole-1-formamide